C1(CC1)S(=O)(=O)NC=1SC=C(N1)C(C(=O)NC1=CC=C(C=C1)C=1C=NC=C(C1)OC)(C)C 2-(2-(cyclopropanesulfonamido)thiazol-4-yl)-N-(4-(5-methoxypyridin-3-yl)phenyl)-2-methylpropanamide